7,7-diethyl-5-(2-methylbenzo[d]oxazol-5-yl)-6,7-dihydro-5H-pyrrolo[3,2-d]pyrimidin-4-amine C(C)C1(CN(C2=C1N=CN=C2N)C=2C=CC1=C(N=C(O1)C)C2)CC